CNCC1=C2C3(CN(C(C2=CC(=C1)CN1C(=NC=C1)NC)=O)[C@@H](C)C1=CC(=C(C=C1)F)OC)CC3 (S)-5'-((methyl-amino)methyl)-2'-(1-(4-fluoro-3-meth-oxyphenyl)ethyl)-7'-((2-(methylamino)-1H-imidazol-1-yl)-methyl)-2',3'-dihydro-1'H-spiro-[cyclopropan-1,4'-isoquinoline]-1'-one